(racemic)-trans-boc-amino-cyclopentanecarboxylic acid C(=O)(OC(C)(C)C)[C@H]1[C@](CCC1)(C(=O)O)N |r|